NC=1CC(=CC2=C(N1)C=C(S2)CC2=CC=CC=C2)C(=O)N(CCC)CCC 5-amino-2-benzyl-N,N-dipropyl-6H-thieno[3,2-b]azepine-7-carboxamide